FC1(CNCC[C@H]1N1CCC2(CN(C2)C(=O)OC(C)(C)C)CC1)F Tert-butyl (R)-7-(3,3-difluoropiperidin-4-yl)-2,7-diazaspiro[3.5]nonane-2-carboxylate